NC1=NC(=C(C(=C1C#N)C1=CC=C(C=C1)OCCO)C#N)SCC1=CC=C(C=C1)OC 2-amino-4-[4-(2-hydroxyethoxy)phenyl]-6-[(4-methoxyphenyl)methyl-thio]pyridine-3,5-dicarbonitrile